Cl.ClC1=C(C=CC(=C1)NC1C(NC(CC1)=O)=O)N1CCC(CC1)(O)CC(=O)O 2-[1-[2-chloro-4-[[2,6-dioxo-3-piperidyl]amino]phenyl]-4-hydroxy-4-piperidyl]acetic acid hydrochloride